5-(2,6-difluoro-4-(2-methyl-2H-indazol-4-yl)benzyl)-N-((1S,2S)-2-hydroxycyclohexyl)-4-oxo-4,5-dihydrofuro[3,2-c]pyridine-7-carboxamide FC1=C(CN2C(C3=C(C(=C2)C(=O)N[C@@H]2[C@H](CCCC2)O)OC=C3)=O)C(=CC(=C1)C=1C3=CN(N=C3C=CC1)C)F